C(C1=CC=CC=C1)OC1=C(N(N=C1C)CC)C(=O)NN(C(=S)N)C 1-[(4-benzyloxy-2-ethyl-5-methyl-pyrazole-3-carbonyl)amino]-1-methyl-thiourea